(E)-4-(sec-butoxy)-6-(4-fluorostyryl)-2-hydroxy-3-(3-methylbut-2-en-1-yl)benzoic acid C(C)(CC)OC1=C(C(=C(C(=O)O)C(=C1)\C=C\C1=CC=C(C=C1)F)O)CC=C(C)C